(1aS,5aS)-2-Pyrazin-2-yl-1a,2,5,5a-tetrahydro-1H-2,3-diaza-cyclopropa[a]pentalene-4-carboxylic Acid ((S)-1-Hydroxymethyl-2,2-dimethylpropyl)-amide OC[C@H](C(C)(C)C)NC(=O)C=1C=2C[C@H]3[C@@H](C2N(N1)C1=NC=CN=C1)C3